calcium carbonate, trihydrate O.O.O.C([O-])([O-])=O.[Ca+2]